C(#N)C1=CC(=C(COC=2C=C(C=CC2F)N2CCN(CC2)CC2=NC3=C(N2C[C@H]2OCC2)C=C(C=C3)C(=O)O)C=C1)F (S)-2-((4-(3-((4-cyano-2-fluorobenzyl)oxy)-4-fluorophenyl)piperazin-1-yl)methyl)-1-(oxetan-2-ylmethyl)-1H-benzo[d]imidazole-6-carboxylic acid